C(C)OC1=C(C=CC=C1)NC(=O)N o-ethoxyphenylurea